C1(CCCCC1)P(C1=C(C(=CC=C1OC)OC)C1=C(C=C(C=C1C(C)C)C(C)C)C(C)C)C1CCCCC1 dicyclohexyl-[3,6-dimethoxy-2-(2,4,6-triisopropylphenyl)phenyl]Phosphine